C(#N)C=1C=CSC1 4-cyanothiophen